FC1=CC=C(\C=C/2\C(=O)OCC2(C)C)C=C1 (E)-2-p-fluorobenzylidene-3,3-dimethylbutyrolactone